1,3-dimethyl-1H-indazole CN1N=C(C2=CC=CC=C12)C